C(CCC)S(=O)(=O)C=1C=C(C=CC1)O 3-(butylsulfonyl)phenol